C(CCC)S(=O)(=O)C1=NN=C(S1)NC(C1=C(C=CC=C1)C(F)(F)F)=O N-(5-(butylsulfonyl)-1,3,4-thiadiazol-2-yl)-2-(trifluoromethyl)benzamide